(S)-(5-(3-fluoropyridin-2-yl)-1,3,4-oxadiazol-2-yl)(4-(5-methylbenzo[d]oxazol-2-yl)-6,7-dihydro-1H-imidazo[4,5-c]pyridin-5(4H)-yl)methanone FC=1C(=NC=CC1)C1=NN=C(O1)C(=O)N1[C@@H](C2=C(CC1)NC=N2)C=2OC1=C(N2)C=C(C=C1)C